Dibromo-maleimide BrC1=C(C(=O)NC1=O)Br